ClC=1C=CC(=NC1)C(C#N)=C1CCN(CC1)C(=O)N1CC2=C(CC1)NN=C2 2-(5-chloropyridin-2-yl)-2-(1-(4,5,6,7-tetrahydro-1H-pyrazolo[4,3-c]pyridin-5-carbonyl)piperidin-4-ylidene)acetonitrile